The molecule is a quaternary ammonium salt that is the hydroxide of trimethylphenylammonium. It is a derivatisation agent used in gas chromatography/mass spectrometry applications. It has a role as a chromatographic reagent. It contains a hydroxide and a trimethylphenylammonium. C[N+](C)(C)C1=CC=CC=C1.[OH-]